4-(4-morpholino-7-((2-(trimethylsilyl)ethoxy)methyl)-7H-pyrrolo[2,3-d]pyrimidin-6-yl)cyclohexan-1-amine O1CCN(CC1)C=1C2=C(N=CN1)N(C(=C2)C2CCC(CC2)N)COCC[Si](C)(C)C